((4R,5R,6R)-4,5-bis(benzyloxy)-6-((benzyloxy)methyl)tetrahydro-2H-pyran-3-yl)methyl 4-methylbenzenesulfonate CC1=CC=C(C=C1)S(=O)(=O)OCC1CO[C@@H]([C@@H]([C@@H]1OCC1=CC=CC=C1)OCC1=CC=CC=C1)COCC1=CC=CC=C1